FC1(CC(C1)NC1=NC=C2N=C(N(C2=N1)C1CCC(CC1)(C(=O)N)C)NC1=C(C=C(C=C1F)F)F)F (1s,4s)-4-(2-(3,3-difluorocyclobutylamino)-8-(2,4,6-trifluorophenylamino)-9H-purin-9-yl)-1-methylcyclohexanecarboxamide